3-(4-carbamoylphenyl)-N-(5-cyanopyridin-2-yl)-N-methylpyrazolo[1,5-a]pyridine-5-carboxamide C(N)(=O)C1=CC=C(C=C1)C=1C=NN2C1C=C(C=C2)C(=O)N(C)C2=NC=C(C=C2)C#N